FC1C(CC2=C(C=C(C=C12)NC([C@@H](C)N(C)C)=O)F)CI (2R)-N-[3,7-Difluoro-2-(iodomethyl)indan-5-yl]-2-(dimethylamino)propanamide